OCC(C#N)CO 3-hydroxy-2-(hydroxymethyl)propionitrile